5-methyl-2-[4-[[(3R)-1-methyl-3-piperidyl]amino]phthalazin-1-yl]pyridin-3-ol CC=1C=C(C(=NC1)C1=NN=C(C2=CC=CC=C12)N[C@H]1CN(CCC1)C)O